C(C1=CC=CC=C1)OC(=O)N([C@H]1CN(CCC1)C(=O)OC(C)(C)C)C |r| (RS)-tert-Butyl 3-(((benzyloxy)carbonyl)(methyl)amino)piperidine-1-carboxylate